ClC1=C(C=CC=C1)[C@]1([C@H](CCCC1)NCC1=NC=CN=C1)NC (1R,2S)-1-(2-chlorophenyl)-N1-methyl-N2-(pyrazin-2-ylmethyl)cyclohexane-1,2-diamine